C(CC)OCCNC1=C(C=CC=C1CC)CC 2,6-diethylanilinoethyl propyl ether